[Cl-].C(CCCCCCCCCCC)[N+](C(C1=CC=CC=C1)CC)(C)C lauryl-dimethyl-(ethylbenzyl)ammonium chloride